CC1(OB(OC1(C)C)C1=CC=C(C=C1)C1CC(C1)C=O)C 3-[4-(4,4,5,5-tetramethyl-1,3,2-dioxaborolan-2-yl)phenyl]cyclobutanecarbaldehyde